2-ethoxy-2,3,3,3-tetrafluoro-propanehydrazide C(C)OC(C(=O)NN)(C(F)(F)F)F